N-[(3S)-5-methyl-4-oxo-dihydro-1,5-benzoxazepin-3-yl]-5-(trifluoromethyl)-[1,2,4]triazolo[1,5-a]pyridine-2-carboxamide CN1C([C@H](COC2=C1C=CC=C2)NC(=O)C2=NN1C(C=CC=C1C(F)(F)F)=N2)=O